ClC=1C=C(C=C2C=C(N=CC12)NC(=O)C1C(C1)C#N)C1CNC(O1)=O N-[8-chloro-6-(2-oxooxazolidin-5-yl)-3-isoquinolinyl]-2-cyano-cyclopropanecarboxamide